2,6-dimethyltetrahydro-1H-pyrrolizin CC1CC2=CC(CN2C1)C